ClC=1C=CC=C2C(C=C(OC12)C1=C(C=C(C(=C1)C)Cl)OCOC)=O 8-chloro-2-[4-chloro-2-(methoxymethoxy)-5-methyl-phenyl]Chromen-4-one